methyl 2-hydroxybenzoate (Methyl Salicylate) COC=1C(C(=O)O)=CC=CC1.OC1=C(C(=O)OC)C=CC=C1